C(CCCCCCCCCCC)OP(OCCCCCCCCCCCC)OCCCCCCCCCCCC.NCCOC=1C=C(C=CC1)N=NC1=CC(=CC=C1)OCCN 3,3'-di(beta-amino-ethoxy)azobenzene tri(lauryl)phosphite